Cl.FC[C@H](C)N (S)-1-fluoro-2-propylamine hydrochloride